C1CCC2=C(C=3CCCC3C=C12)NC(=O)NS(=O)(=O)\C=C\[C@@]1(N(CCC1)CC(C)C)C (R,E)-N-((1,2,3,5,6,7-hexahydro-s-indacen-4-yl)carbamoyl)-2-(1-isobutyl-2-methyl-pyrrolidin-2-yl)ethen-1-sulfonamid